Ethyl-2-oxo-6-azaspiro[3.4]octane C(C)C1C(CC12CNCC2)=O